Lauroamide C(CCCCCCCCCCC)(=O)N